COCCNC(=O)C1=CC2=C(N(C(=N2)NC=2OC3=C(N2)C=C(C=C3)C)C)C=C1 N-(2-methoxyethyl)-1-methyl-2-((5-methylbenzo[d]oxazol-2-yl)amino)-1H-benzo[d]imidazole-5-carboxamide